N=S(=O)(C1=CC=C(C=C1)CC=1C(=CC=2N(C1N1CCCC1)N=CN2)C)C imino(methyl)(4-{[7-methyl-5-(pyrrolidin-1-yl)-[1,2,4]triazolo[1,5-a]pyridin-6-yl]methyl}phenyl)-λ6-sulfanone